(E)-1-(2-Hydroxy-4,6-dimethylphenyl)-3-phenylprop-2-en-1-one OC1=C(C(=CC(=C1)C)C)C(\C=C\C1=CC=CC=C1)=O